(2S)-2-[(4-ACETYL-1H-PYRROL-2-YL)FORMAMIDO]-3-METHYLPENTANOIC ACID C(C)(=O)C=1C=C(NC1)C(=O)N[C@H](C(=O)O)C(CC)C